COCCCC=1C=C2C(=CC=NC2=CC1)C(=O)O 6-(3-methoxypropyl)quinoline-4-carboxylic acid